(S)-7-(4-(5-fluoro-2-(tetrahydro-2H-pyran-4-yl)phenyl)piperidin-1-yl)-2-(1,3,4-oxadiazol-2-yl)-5-oxa-2-azaspiro[3.4]octane FC=1C=CC(=C(C1)C1CCN(CC1)[C@@H]1COC2(CN(C2)C=2OC=NN2)C1)C1CCOCC1